C(C)(=O)N1C(CC(C2=CC(=CC=C12)C1=CC=C(C=C1)N1CCC(CC1)N1CCN(CC1)CC1=C(C=CC=C1)NC1C(NC(CC1)=O)=O)NC1=CC=C(C=C1)Cl)C 3-((2-((4-(1-(4-(1-acetyl-4-((4-chlorophenyl)amino)-2-methyl-1,2,3,4-tetrahydroquinolin-6-yl)phenyl)piperidin-4-yl)piperazin-1-yl)methyl)phenyl)amino)piperidine-2,6-dione